4-(trifluoromethyl)thiophene-2-carbaldehyde FC(C=1C=C(SC1)C=O)(F)F